O=C1C(=CC=2C(=C3CCCN4C3=C(C2)CCC4)O1)C(=O)NCCCC(=O)OC Methyl 4-(11-oxo-2,3,6,7-tetrahydro-1H,5H,11H-pyrano[2,3-f]pyrido[3,2,1-ij]quinoline-10-carboxamido)butanoate